(S)-4-(6-((1-(6-(4-fluoro-1H-pyrazol-1-yl)pyridin-3-yl)ethyl)(methyl)amino)pyridine-3-yl)-6-isobutoxypyrazolo[1,5-a]pyridine-3-carbonitrile FC=1C=NN(C1)C1=CC=C(C=N1)[C@H](C)N(C1=CC=C(C=N1)C=1C=2N(C=C(C1)OCC(C)C)N=CC2C#N)C